[Si]([O-])([O-])([O-])O.[Fe+2].[Li+] lithium iron silicate